N1CCC2=CC=CC=C12 R-indoline